4-chloro-6-methyl-7-((2-(trimethylsilyl)ethoxy)methyl)-7H-pyrrolo[2,3-d]pyrimidine-5-carbaldehyde ClC=1C2=C(N=CN1)N(C(=C2C=O)C)COCC[Si](C)(C)C